2-cyclopropyl-1,3,4-oxadiazole C1(CC1)C=1OC=NN1